ClC=1C=C(C(=O)NC=2[Se]C(=CN2)C(=O)NC2=C(C=CC=C2C)Cl)C=CC1 2-(3-chlorobenzoylamino)-N-(2-chloro-6-methylphenyl)-1,3-selenazol-5-carboxamide